3-hydroxy-N-((1R)-1-(4-methoxyphenyl)-2-oxo-2-((4-(trimethylsilyl)phenyl)amino)ethyl)-N-methyl-1,2-oxazole-5-carboxamide OC1=NOC(=C1)C(=O)N(C)[C@@H](C(NC1=CC=C(C=C1)[Si](C)(C)C)=O)C1=CC=C(C=C1)OC